2-(chloromethyl)-1-[(2S)-oxetan-2-ylmethyl]thieno[2,3-D]imidazole-5-carboxylic acid methyl ester COC(=O)C1=CC2=C(N=C(N2C[C@H]2OCC2)CCl)S1